1-[4-[2-cyclopropyl-5-(trifluoromethyl)-1,2,4-triazol-3-yl]phenyl]methylamine C1(CC1)N1N=C(N=C1C1=CC=C(C=C1)CN)C(F)(F)F